[(1S,6R,7S)-3-[3-(7-fluoroquinolin-4-yl)-1H-pyrazolo[3,4-b]pyrazin-6-yl]-7-(5-methyl-1,2-oxazol-3-yl)-3-azabicyclo[4.1.0]heptan-7-yl]methanamine FC1=CC=C2C(=CC=NC2=C1)C1=NNC2=NC(=CN=C21)N2C[C@@H]1[C@]([C@@H]1CC2)(C2=NOC(=C2)C)CN